BrC=1C(=NN2C1O[C@@H](C[C@H]2C)C)C2=NC=C(C=C2)F trans-3-Bromo-2-(5-fluoropyridin-2-yl)-5,7-dimethyl-6,7-dihydro-5H-pyrazolo[5,1-b][1,3]oxazine